[Na+].P([O-])(=O)(OP(=O)([O-])OP(=O)([O-])[O-])OC[C@@H]1[C@H]([C@H]([C@@H](O1)N1C=NC=2C(=O)NC(N)=NC12)O)O.[Na+].[Na+].[Na+] guanosine 5'-triphosphate sodium salt